C(C)OC(=O)C1C(C1)/C(/N)=N/O (Z)-2-(N'-hydroxycarbamimidoyl)cyclopropane-1-carboxylic acid ethyl ester